FC(C1=NC=C(C(=C1)C1=C(C(=O)O)C=CC(=C1)N1C(COCC1)=O)OC)F 2-(2-(difluoromethyl)-5-methoxypyridin-4-yl)-4-(3-oxomorpholino)benzoic acid